NCC[C@H](C(=O)N[C@H](C(=O)N[C@H](CCCN)C1=NC(=NO1)CC1=CC=CC=C1)CC1=C(C=C(C=C1C)O)C)NC(=N)N (R)-4-amino-N-((S)-1-(((R)-4-amino-1-(3-benzyl-1,2,4-oxadiazol-5-yl)butyl)amino)-3-(4-hydroxy-2,6-dimethylphenyl)-1-oxopropan-2-yl)-2-guanidinobutyramide